ClCCCCC(=O)N(C)C1=CC=NN1C(CCCCCl)=O 5-chloro-N-(1-(5-chloropentanoyl)-1H-pyrazol-5-yl)-N-methylpentanamide